1-pentyl-2,3-dimethylimidazole C(CCCC)N1C(N(C=C1)C)C